tert-butyl N-[2-[2-[2-(2-aminoethoxy)ethoxy]ethoxy]-ethyl]carbamate NCCOCCOCCOCCNC(OC(C)(C)C)=O